3a-(1-(4-fluorophenyl)-6-methyl-1H-indazol-5-yl)-2-((1-methyl-1H-pyrazol-4-yl)sulfonyl)hexahydrocyclopenta[c]pyrrol-5(1H)-one FC1=CC=C(C=C1)N1N=CC2=CC(=C(C=C12)C)C12C(CN(C1)S(=O)(=O)C=1C=NN(C1)C)CC(C2)=O